CC1(OC=2C=C(C=C(C2C=C1)O)CCC)CCC=C(C)C 2-methyl-2-(4-methylpent-3-enyl)-7-propylchromen-5-ol